FC=1C(=CC2=C(N(C(=N2)C2=CC=C(C=C2)S(=O)(=O)C)C)C1)C1CCN(CC1)C1CC2CCC(C1)N2C2CCOCC2 6-fluoro-1-methyl-2-(4-(methylsulfonyl)phenyl)-5-(1-(8-(tetrahydro-2H-pyran-4-yl)-8-azabicyclo[3.2.1]oct-3-yl)piperidin-4-yl)-1H-benzo[d]imidazole